3-(4-(3-(chlorocarbonyl)azetidin-1-yl)phenyl)propionic acid ethyl ester C(C)OC(CCC1=CC=C(C=C1)N1CC(C1)C(=O)Cl)=O